8-bromo-2-(2-oxo-2-phenylethyl)-1,3,4,12a-tetrahydrobenzo[e]pyrazino[1,2-a][1,4]diazepine-6,12(2H,11H)-dione BrC1=CC2=C(NC(C3N(C2=O)CCN(C3)CC(C3=CC=CC=C3)=O)=O)C=C1